CC(C)CCON=O The molecule is a nitrite ester having isopentyl as the alkyl group. It has a role as a vasodilator agent and an antihypertensive agent. It derives from an isoamylol.